tridec-1-ene-4-carboxylate C=CCC(CCCCCCCCC)C(=O)[O-]